2-(azepan-1-yl)-4-methyl-N-(3-sulfamoyl-phenyl)pyridine-3-carboxamide N1(CCCCCC1)C1=NC=CC(=C1C(=O)NC1=CC(=CC=C1)S(N)(=O)=O)C